((((3S,5S,7S)-adamantan-1-yl)methyl)carbamoyl)-4-fluoropyrrolidine-1-carboxylic acid tert-butyl ester C(C)(C)(C)OC(=O)N1C(CC(C1)F)C(NCC12CC3CC(CC(C1)C3)C2)=O